CCN\\1C2=C(C3=C(C=C2)C(=CC(=C3)S(=O)(=O)[O-])S(=O)(=O)[O-])C(/C1=C\\C=C\\C=C\\C4=[N+](C5=C(C4(C)C)C=C(C=C5)NC(=O)CI)C)(C)C.[K+] The molecule is a cyanine dye and an organic potassium salt. It has a role as a fluorochrome. It contains a SNIR1(1-).